6-bromo-4-fluoro-1-(oxolan-3-yl)-1H-benzimidazole BrC=1C=C(C2=C(N(C=N2)C2COCC2)C1)F